3,3a,4,5,6,6a-hexahydro-pyrrolo-[3,4-b]pyrrol N=1C2C(CC1)CNC2